2-(4-chloro-2-fluorophenyl)-3,4-dihydro-2H-benzo[b][1,4]dioxin ClC1=CC(=C(C=C1)C1COC2=C(O1)C=CC=C2)F